3-(6-amino-8-((6-(thiazol-2-yl)benzo[d][1,3]dioxol-5-yl)thio)-9H-purin-9-yl)propanamide NC1=C2N=C(N(C2=NC=N1)CCC(=O)N)SC1=CC2=C(OCO2)C=C1C=1SC=CN1